7-amino-6-(7-methyl-1,5,6,7,8,9-hexahydroimidazo[4',5':4,5]benzo[1,2-d]azepin-2-yl)thieno[3,2-b]pyridin-5(4H)-one NC=1C2=C(NC(C1C=1NC=3C(=CC4=C(CCN(CC4)C)C3)N1)=O)C=CS2